NC1=NC=C(C=C1NC(COC)=O)Br N-(2-amino-5-bromopyridin-3-yl)-2-methoxyacetamide